tert-butyl (1R,5S)-3-(2-ethoxy-2-oxoethyl)-3,6-diazabicyclo[3.1.1]heptane-6-carboxylate C(C)OC(CN1C[C@@H]2N([C@H](C1)C2)C(=O)OC(C)(C)C)=O